CCCCCCCCCCCCCCCCC(=O)O[C@H](COC(=O)CCCCCCC/C=C\C/C=C\C/C=C\CC)COP(=O)(O)OC[C@H](CO)O 1-(9Z,12Z,15Z-octadecatrienoyl)-2-heptadecanoyl-glycero-3-phospho-(1'-sn-glycerol)